NC=1C=C(C(=C(C1)C(C)NC1=NN=C(C2=CC=C(C=C12)N1CC(C1)(O)C)C)F)C(F)(F)F 1-(4-((1-(5-amino-2-fluoro-3-(trifluoromethyl)phenyl)ethyl)amino)-1-methylphthalazin-6-yl)-3-methylazetidin-3-ol